8-(5-methyl-1H-indazol-4-yl)-6-(2-(2-propenoyl)-2,6-diazaspiro[3.4]octan-6-yl)-3-(1-pyrrolidinyl)imidazo[1,2-a]pyridine-7-carbonitrile CC=1C(=C2C=NNC2=CC1)C=1C=2N(C=C(C1C#N)N1CC3(CN(C3)C(C=C)=O)CC1)C(=CN2)N2CCCC2